C(C)(=O)O[C@@H]1COCC[C@H]1NC1=NN2C(C=N1)=C(C=C2C2CC(CC2)O)F (3S,4R)-4-{[5-fluoro-7-(3-hydroxycyclopentyl)pyrrolo[2,1-f][1,2,4]triazin-2-yl]amino}oxan-3-yl acetate